C(C)(C)S(=O)(=O)C=1C=C(C(=O)NCC(=O)NC=2SC=C(N2)C=2C=C(C(=O)O)C=CC2)C=CC1 3-(2-(2-(3-(isopropylsulfonyl)benzamido)acetamido)thiazol-4-yl)benzoic acid